Cl.C(CCC)(=O)O butyric acid monohydrochloride